C(C)N(C=1C(=C(C=C(C1)C1=CC=C(C=C1)CN1CCOCC1)C(=O)N)C)C1CCOCC1 5-(ethyl(tetrahydro-2H-pyran-4-yl)amino)-4-methyl-4'-(morpholinomethyl)-[1,1'-biphenyl]-3-carboxamide